2-methyl-4-oxo-butanoic acid CC(C(=O)O)CC=O